ClC=1C=C(C=C(C1)F)[C@H]1C[C@](C(N([C@@H]1C1=CC=C(C=C1)Cl)C(C)C)=O)(C)CC(=O)O 2-((3R,5R,6S)-5-(3-chloro-5-fluorophenyl)-6-(4-chlorophenyl)-1-isopropyl-3-methyl-2-oxopiperidin-3-yl)acetic Acid